methylsilane phosphate P(=O)(O)(O)O.C[SiH3]